6-chloro-N-[4-(difluoromethoxy)-2,5-difluorophenyl]-1-methylpyrrolo[2,3-b]pyridine-3-sulfonamide ClC1=CC=C2C(=N1)N(C=C2S(=O)(=O)NC2=C(C=C(C(=C2)F)OC(F)F)F)C